C1(CCCC1)N1C(C=NC=2C=NC(=NC12)O)=O 8-cyclopentyl-2-hydroxy-7(8H)-pteridinone